N1(CCCCCC1)C(=O)C1=CC2=C(C=N1)C(=NN2COCC[Si](C)(C)C)C2=CN=C1N2C=C(C=C1)F azepan-1-yl-[3-(6-fluoroimidazo[1,2-a]pyridin-3-yl)-1-(2-trimethylsilyl-ethoxymethyl)pyrazolo[4,3-c]pyridin-6-yl]methanone